N-(4-{2-[(3,3-difluoro-1-azetidinyl)carbonyl]-4-difluoromethoxyphenyl}-6-isopropoxy-2-pyridyl)-5-{[(S)-1-cyclobutylethylamino]methyl}-1-cyclopropyl-2-oxo-1,2-dihydronicotinamide FC1(CN(C1)C(=O)C1=C(C=CC(=C1)OC(F)F)C1=CC(=NC(=C1)OC(C)C)NC(C=1C(N(C=C(C1)CN[C@@H](C)C1CCC1)C1CC1)=O)=O)F